CS(=O)(=O)C1=CC=C(C=C1)C=1C=CC2=C(C=C(S2)CN2C(NN=C2)=O)C1 4-({5-[4-(methylsulfonyl)phenyl]-1-benzothien-2-yl}methyl)-2,4-dihydro-3H-1,2,4-triazol-3-one